C1(=C(C(=CC(=C1)C)C)NC1CCC(CC1)NC(OC(C)(C)C)=O)C tert-butyl (4-(mesitylamino)cyclohexyl)carbamate